N-(3-chloro-2-fluoro-phenyl)-6-[(3R)-3-piperidyl]quinazolin-4-amine ClC=1C(=C(C=CC1)NC1=NC=NC2=CC=C(C=C12)[C@@H]1CNCCC1)F